rel-2-{[(1R)-1-(2-{4-[(4-cyclopropanecarbonylpiperazin-1-yl)methyl]-3-fluorophenyl}-7-methyl-4-oxopyrido[1,2-a]pyrimidin-9-yl)ethyl]amino}benzoic acid C1(CC1)C(=O)N1CCN(CC1)CC1=C(C=C(C=C1)C=1N=C2N(C(C1)=O)C=C(C=C2[C@@H](C)NC2=C(C(=O)O)C=CC=C2)C)F |o1:29|